N-(2-(1-(4-(2,6-dioxopiperidin-3-yl)benzyl)piperidin-4-yl)-5-(2-hydroxypropan-2-yl)benzo[d]thiazol-6-yl)-6-(trifluoromethyl)nicotinamide O=C1NC(CCC1C1=CC=C(CN2CCC(CC2)C=2SC3=C(N2)C=C(C(=C3)NC(C3=CN=C(C=C3)C(F)(F)F)=O)C(C)(C)O)C=C1)=O